ClC1=CC=C(C(=N1)C(=O)NS(=O)(=O)C)N[C@H](C)C=1C=C(C=C2C(N(C(=NC12)NCC1CC1)C)=O)C (R)-6-chloro-3-((1-(2-((cyclopropylmethyl)amino)-3,6-dimethyl-4-oxo-3,4-dihydroquinazolin-8-yl)ethyl)amino)-N-(methylsulfonyl)picolinamide